diisononyl phthalate (diisononyl phthalate) C(CCCCCC(C)C)C=1C(=C(C(C(=O)O)=CC1)C(=O)O)CCCCCCC(C)C.C(C=1C(C(=O)OCCCCCCC(C)C)=CC=CC1)(=O)OCCCCCCC(C)C